BrC1=CC=CC(=N1)C(=O)NNC(CC[C@H](CC)NC(OC(C)(C)C)=O)=O tert-butyl {(3S)-6-[2-(6-bromopyridine-2-carbonyl) hydrazinyl]-6-oxohexan-3-yl}carbamate